N-n-pentadecanoyl-leucine C(CCCCCCCCCCCCCC)(=O)N[C@@H](CC(C)C)C(=O)O